ClC1=C(C=CC(=C1)Cl)C1=CC=C(O1)C=C1C(C2=CC=CC=C2C1)=O 2-[[5-(2,4-Dichlorophenyl)-2-furanyl]methylene]-2,3-dihydro-1H-inden-1-one